C1(CC1)C1=C(C=CC(=C1)OC)C=1N(C(C2=C(N1)SC1=C2C(=CC=C1O)F)=O)CC1=CN=CO1 2-(2-cyclopropyl-4-methoxyphenyl)-5-fluoro-8-hydroxy-3-(oxazol-5-ylmethyl)benzo[4,5]thieno[2,3-d]pyrimidin-4(3H)-one